(5S)-3-Oxo-2-{[2-(trifluoromethyl)pyridin-4-yl]methyl}-2,3,5,6,7,8-hexahydro[1,2,4]triazolo[4,3-a]pyridin O=C1N(N=C2N1CCCC2)CC2=CC(=NC=C2)C(F)(F)F